C(C1=CC=CC=C1)OC1=C(C=CC=C1F)C1CCC(CC1)OC[C@]1(C[C@H](CC1)NS(=O)(=O)C)C(=O)N (1S,3S)-1-[[4-(2-benzyloxy-3-fluoro-phenyl)cyclohexoxy]methyl]-3-(methanesulfonamido)cyclopentanecarboxamide